O(S(=O)(=O)C(F)(F)F)CC(COC)(C)F 2-fluoro-3-methoxy-2-methylpropyl triflate